FC1(CN(C1)C=1C=C2C(C(N(C(C2=CC1)=O)CC1=NC=C(C=C1)C=1OC(=NN1)C(F)F)=O)(C)C)F 6-(3,3-difluoroazetidine-1-yl)-2-((5-(5-(difluoromethyl)-1,3,4-oxadiazole-2-yl)pyridine-2-yl)methyl)-4,4-dimethylisoquinoline-1,3(2H,4H)-dione